1-[(4-{6,6-Difluoro-3-azabicyclo[3.1.0]hex-3-yl}-2-fluorophenyl)methyl]-1H-pyrazole-4-carboxylic acid FC1(C2CN(CC12)C1=CC(=C(C=C1)CN1N=CC(=C1)C(=O)O)F)F